C(C)(C)(C)OC(=O)N1[C@@H](CCC1)C(=O)N[C@@H](C(=O)O)C(C)C (R)-2-((S)-1-(tert-butoxycarbonyl)pyrrolidine-2-amido)-3-methylbutyric acid